FC1=CC=CC=2C(OC(NC21)=O)=O 8-fluoro-2H-3,1-benzoxazine-2,4(1H)-dione